[I-].C(C)(C)(C)OC([C@H](COC1=CC=C(C=C1)C=1C=NN(C1)CC[N+]1(CCOCC1)C)ON1C(C2=CC=CC=C2C1=O)=O)=O (S)-4-(2-(4-(4-(3-(tert-butoxy)-2-((1,3-dioxoisoindolin-2-yl)oxy)-3-oxopropoxy)-phenyl)-1H-pyrazol-1-yl)ethyl)-4-methylmorpholine-4-ium iodide